(5-cyclopropyl-1,3-oxazol-4-yl)methanone C1(CC1)C1=C(N=CO1)C=O